ethyl-1,3-dioxan C(C)C1OCCCO1